nonadien-1-yl-magnesium chloride C(=CC=CCCCCC)[Mg]Cl